C=12C(=CC=CC1)O2 Phenylene Ether